(1r,3R,5'S,7a'R)-3-((4-(2H-tetrazol-5-yl)pyridin-2-yl)oxy)-5'-(4-fluorophenyl)tetrahydro-3'H-spiro[cyclobutane-1,2'-pyrrolo[2,1-b]oxazol]-3'-one N=1NN=NC1C1=CC(=NC=C1)OC1CC2(C(N3[C@H](O2)CC[C@H]3C3=CC=C(C=C3)F)=O)C1